3-((R)-1-(3-(5,6,7,8-tetrahydro-1,8-naphthyridin-2-yl)propyl)piperidine-3-carboxamido)-3-(5,6,7,8-tetrahydronaphthalen-2-yl)propanoic acid N1=C(C=CC=2CCCNC12)CCCN1C[C@@H](CCC1)C(=O)NC(CC(=O)O)C1=CC=2CCCCC2C=C1